C1=CC(=CC=C1C(C2=CC=C(C=C2)O)C3=CC=C(C=C3)O)C(C4=CC=C(C=C4)O)C5=CC=C(C=C5)O.C1=CC(=CC=C1C(C2=CC=C(C=C2)O)C3=CC=C(C=C3)O)C(C4=CC=C(C=C4)O)C5=CC=C(C=C5)O 1,4-di[bis(4'-hydroxyphenyl)methyl]benzene